2-trifluoromethyl-1,3-dioxolane FC(C1OCCO1)(F)F